N1(CCOCC1)C1=NC=2N(C(=N1)N)N=CC2 (morpholin-4-yl)pyrazolo[1,5-a][1,3,5]triazin-4-amine